2-(3-(4-(2-(4-chlorophenyl)but-3-yn-2-yl)thiazol-2-yl)ureido)ethane-1-sulfonamide ClC1=CC=C(C=C1)C(C)(C#C)C=1N=C(SC1)NC(NCCS(=O)(=O)N)=O